tert-butyl (S)-2-cyanopiperazine-1-carboxylate C(#N)[C@H]1N(CCNC1)C(=O)OC(C)(C)C